4-((3-oxo-6-(5-(piperidin-1-ylmethyl)furan-2-yl)-2,3-dihydro-4H-benzo[b][1,4]thiazin-4-yl)methyl)-N'-propylbenzoyl-hydrazine O=C1N(C2=C(SC1)C=CC(=C2)C=2OC(=CC2)CN2CCCCC2)CC2=CC=C(C(=O)NNCCC)C=C2